C1(CC1)S(=O)(=O)N1C[C@H](CC1)[C@@H]1CCC=2C=C(C(=C(C2C1)F)N1CC(NS1(=O)=O)=O)O |r| 5-{(7RS)-7-[(3RS)-1-(cyclopropanesulfonyl)pyrrolidin-3-yl]-1-fluoro-3-hydroxy-5,6,7,8-tetrahydronaphthalen-2-yl}-1λ6,2,5-thiadiazolidine-1,1,3-trione